C12(CC(C1)C2)NC2=CC(=NC=C2C#N)NC2=C(C=C(C(=C2)[N+](=O)[O-])N(C)CCN(C)C)OC 4-(bicyclo[1.1.1]pentan-1-ylamino)-6-(4-((2-(dimethylamino)ethyl)(methyl)amino)-2-methoxy-5-nitrophenylamino)nicotinonitrile